methyl 4-methyl-6-oxooxahexadecane-7-carboxylate CC(CCO)CC(C(CCCCCCCCC)C(=O)OC)=O